(S)-tert-butyl 4-(6-chloro-5-methylpyridin-3-yl)-2-methylpiperazine-1-carboxylate ClC1=C(C=C(C=N1)N1C[C@@H](N(CC1)C(=O)OC(C)(C)C)C)C